2-sulfanyl-3H,5H,6H-furo[2,3-d]pyrimidin-4-one SC=1NC(C2=C(N1)OCC2)=O